O=C1NC(CCC1N1C(C2=CC(=C(C=C2C1=O)N1CCC(CC1)C(=O)N1CCC(CC1)CN1CCN(CC1)C1=CC=C(C=C1)NC1=C2N=CNC2=NC=N1)F)=O)=O 6-((4-(4-((1-(1-(2-(2,6-dioxopiperidin-3-yl)-6-fluoro-1,3-dioxoisoindolin-5-yl)piperidine-4-carbonyl)piperidin-4-yl)methyl)piperazin-1-yl)phenyl)amino)-9H-purine